O[C@H]1[C@@H]2CN([C@H](C1)C2)C(=O)OC(C)(C)C Tert-butyl (1S,4S,5R)-5-hydroxy-2-azabicyclo[2.2.1]heptane-2-carboxylate